FC1(CC(C1)(C1=CN=C(N1)C1=C(C=CC(=C1)OC=1C(=C2C=CNC2=CC1F)S(=O)(=O)C)F)C=1C=C(C=CC1)CCC(=O)OC)F Methyl 3-(3-(3,3-difluoro-1-(2-(2-fluoro-5-((6-fluoro-4-(methylsulfonyl)-1H-indol-5-yl)oxy)phenyl)-1H-imidazol-5-yl)cyclobutyl)phenyl)propanoate